methyl-[[3-(tetrahydropyran-4-ylmethyl)-4-pyridyl]methyl]amine CNCC1=C(C=NC=C1)CC1CCOCC1